C(#N)C=1C=C(C=CC1)[C@H](C)NC(=O)C1=CC=C2C(=C(N(C2=C1)C)C)CC=1C=C(OC(C(=O)OC)(C)C)C=CC1 methyl (S)-2-(3-((6-((1-(3-cyanophenyl)ethyl)carbamoyl)-1,2-dimethyl-1H-indol-3-yl)methyl)phenoxy)-2-methylpropanoate